CC=1SC(=C(N1)C(=O)O)C1=NC=CC=N1 2-methyl-5-(pyrimidin-2-yl)thiazole-4-carboxylic acid